2-(methoxy(4-methoxy-2-phenylquinolin-7-yl)methylene)malononitrile COC(=C(C#N)C#N)C1=CC=C2C(=CC(=NC2=C1)C1=CC=CC=C1)OC